COC=1C=C2CCN(CC2=CC1NC1=NC2=CC(=CC=C2C=N1)C1=C2CCNCC2=CC=C1)C N-(6-methoxy-2-methyl-1,2,3,4-tetrahydroisoquinolin-7-yl)-7-(1,2,3,4-tetrahydroisoquinolin-5-yl)quinazolin-2-amine